O1C(CCCC1)OC(C(=O)C1=CC=CC=C1)=C [(oxan-2-yl)oxy]phenylprop-2-en-1-one